diazo-5-oxo-L-norleucine [N+](=[N-])=N[C@@H](CCC(C)=O)C(=O)O